BrC=1C=CC=2OCCN(C2N1)C(=O)OC(C)(C)C tert-butyl 6-bromo-2,3-dihydro-4H-pyrido[3,2-b][1,4]oxazine-4-carboxylate